COC=1C(=NC(=NC1)NC=1C=C(C=CC1)S(=O)(=O)N)N1CC2CCC(C1)N2C2=CC=CC=C2 3-((5-Methoxy-4-(8-phenyl-3,8-diazabicyclo[3.2.1]octan-3-yl)pyrimidin-2-yl)amino)benzenesulfonamide